2-(3-chlorophenyl)-2-(1-(4-(methoxymethyl)piperidine-1-carbonyl)piperidin-4-ylidene)acetonitrile ClC=1C=C(C=CC1)C(C#N)=C1CCN(CC1)C(=O)N1CCC(CC1)COC